C(C1=CC=CC=C1)OC([C@H](C)O)CC=C (2S)-3-benzyloxyhex-5-en-2-ol